NC1=C(C(N(C2=CC(=CC=C12)Cl)C=1C=NC=CC1)=O)C#N 4-amino-7-chloro-2-oxo-1-(pyridin-3-yl)-1,2-dihydroquinoline-3-carbonitrile